CO[Si](CCCNCCNCC(=O)O)(OC)OC N-[3-(trimethoxysilyl)propyl]-N'-carboxymethylethylenediamine